3-azido-6-(trifluoromethyl)-2,3-dihydrofuro[3,2-c]pyridine N(=[N+]=[N-])C1COC2=C1C=NC(=C2)C(F)(F)F